Methyl 6-(3-(4-(hydroxymethyl)phenoxy)azetidin-1-yl)-[1,1'-biphenyl]-2-formate OCC1=CC=C(OC2CN(C2)C=2C=CC=C(C2C2=CC=CC=C2)C(=O)OC)C=C1